[2]benzazepin-6(2H)-one C1NC=CC=C2C1=CC=CC2=O